OC(C(=O)[O-])S(=O)[O-].[Na+].[Na+] disodium 2-hydroxy-2-sulfinatoacetate